C1(=CC=CC=C1)OC(C1=C(C(=CC=C1)C)OC(C=C)=O)=O phenyl-2-acrylyloxy-3-methylbenzoate